FC1(CCOC2=CC=C(C=C12)C1CCC2=CCCN12)F 3-(4,4-difluorochroman-6-yl)tetrahydro-1H-pyrrolizine